isocyanatomethylbenzylcarbamic acid chloride N(=C=O)CN(C(=O)Cl)CC1=CC=CC=C1